OC(=O)C(F)(F)F.N1(CCNCC1)CC1CCN(CC1)C1=CC=C(N=N1)C(=O)N 6-(4-(piperazin-1-ylmethyl)piperidin-1-yl)pyridazine-3-carboxamide TFA salt